o-sulfonylchlorobenzoic acid methyl ester COC(C1C(C(=CC=C1)Cl)=S(=O)=O)=O